2,2'-((((2-(4-(2-(2-oxoimidazolidin-1-yl)ethyl)piperazin-1-yl)ethyl)azanediyl)bis(eth-ane-2,1-diyl))bis(azanediyl))diacetonitrile O=C1N(CCN1)CCN1CCN(CC1)CCN(CCNCC#N)CCNCC#N